2-hydroxy-N-methyl-D-glucamine OC(CNC)(O)[C@@H](O)[C@H](O)[C@H](O)CO